N-((3R,4S)-4-((7-(2,6-difluoro-3,5-dimethoxyphenyl)-5-(2-methylmorpholino)-2,6-naphthyridin-3-yl)amino)tetrahydrofuran-3-yl)acrylamide FC1=C(C(=C(C=C1OC)OC)F)C1=NC(=C2C=C(N=CC2=C1)N[C@H]1[C@H](COC1)NC(C=C)=O)N1CC(OCC1)C